lambda3,3λ2-thiazole [S]1=C[N]C=C1